{2-[2-fluoro-8-(4,4,5,5-tetramethyl-1,3,2-dioxaborolan-2-yl)naphthalen-1-yl]ethynyl}triisopropylsilane FC1=C(C2=C(C=CC=C2C=C1)B1OC(C(O1)(C)C)(C)C)C#C[Si](C(C)C)(C(C)C)C(C)C